3-epithiopropyl acrylate C(C=C)(=O)OC1C(C)S1